(3-FORMYL-2,5-DIMETHYL-1H-PYRROL-1-YL)UREA C(=O)C1=C(N(C(=C1)C)NC(=O)N)C